(3S)-11-(5-chloro-2,4-difluorophenyl)-3-ethoxy-10-(trifluoromethyl)-3,4-dihydro-2H,6H-[1,4]thiazepino[2,3,4-ij]quinazoline-6,8(7H)-dione ClC=1C(=CC(=C(C1)C1=C(C=C2C(NC(N3C2=C1SC[C@H](C3)OCC)=O)=O)C(F)(F)F)F)F